NC=1C2=C(N=CN1)N(C1=C2C=2C(C(CC1)O)=C(ON2)C2CC2)C2COCC2 11-amino-3-cyclopropyl-7-(tetrahydrofuran-3-yl)-4,5,6,7-tetrahydro-isoxazolo[4'',3'':6',7']cyclohepta[1',2':4,5]pyrrolo[2,3-d]pyrimidin-4-ol